N-benzyl-2,6-dihydroxy-N,5'-dimethyl-4-pentyl-1',2',3',4'-tetrahydro-[1,1'-biphenyl]-3-carboxamide C(C1=CC=CC=C1)N(C(=O)C=1C(=C(C(=CC1CCCCC)O)C1CCCC(=C1)C)O)C